C12CNCC(CC(C1)O)N2 3,9-diazabicyclo[3.3.1]nonan-7-ol